2-[(2S)-2-methylazetidin-1-yl]-4-[1-(4-piperidinyl)pyrazol-4-yl]-6-(trifluoromethyl)pyrimidine C[C@@H]1N(CC1)C1=NC(=CC(=N1)C=1C=NN(C1)C1CCNCC1)C(F)(F)F